FC1=C2C=CC=NC2=C(C=C1F)NS(=O)(=O)C1=CC=C(C=C1)C N-(5,6-difluoroquinolin-8-yl)-4-methylbenzenesulfonamide